BrC1C(C(C(CC1)C1N(CC(N1)C(F)(F)F)C(C)C)F)OC 2-(4-bromo-2-fluoro-3-methoxycyclohexyl)-1-isopropyl-4-(trifluoromethyl)imidazolidine